(±)-N-[1-(4-Fluoro-3-morpholin-4-yl-phenyl)-ethyl]-3-(3-fluoro-phenyl)-acrylamide FC1=C(C=C(C=C1)[C@@H](C)NC(C=CC1=CC(=CC=C1)F)=O)N1CCOCC1 |r|